ClC=1C(=C2C(=NC1)N=C(N2)C(=O)N2C(C=1C=CC=NC1CC2)C(F)F)C (6-Chloro-7-methyl-1H-imidazo[4,5-b]pyridin-2-yl)(5-(difluoromethyl)-7,8-dihydro-1,6-naphthyridin-6(5H)-yl)methanone